3-(2-benzyl-1,2,3,4-tetrahydroisoquinolin-5-yl)-3-(4-methoxyphenyl)phenylpropionic acid ethyl ester C(C)OC(C(C)C=1CC(C=CC1)(C1=CC=C(C=C1)OC)C1=C2CCN(CC2=CC=C1)CC1=CC=CC=C1)=O